N-(3,4-dichlorophenyl)-N-(4-(5-(difluoromethyl)-1,3,4-oxadiazol-2-yl)-2-fluorobenzyl)-6-(oxetan-3-yl)-2,6-diazaspiro[3.3]heptane-2-thioamide ClC=1C=C(C=CC1Cl)N(C(=S)N1CC2(C1)CN(C2)C2COC2)CC2=C(C=C(C=C2)C=2OC(=NN2)C(F)F)F